ClC=1C=C(C=CC1C=1N(C2=NC=NC(=C2N1)OC1(CC1)C)CCC1=C(N=CS1)C)CC(=O)N 2-(3-chloro-4-(6-(1-methylcyclopropoxy)-9-(2-(4-methylthiazol-5-yl)ethyl)-9H-purin-8-yl)phenyl)acetamide